Br.N(N)C(N)=N hydrazinecarboximidamide, monohydrobromide